CC1=CC(=CC2=C1C(=C(CCC2)C2=C(C=C(C=C2)Cl)Cl)C2=CC(=CC=C2)CC2CN(CC2)CCCF)C(=O)O Methyl-8-(2,4-dichlorophenyl)-9-(3-((1-(3-fluoropropyl)pyrrolidin-3-yl)methyl)phenyl)-6,7-dihydro-5H-benzo[7]annulene-3-carboxylic acid